NC1=CC(=NC=C1)C(=O)OC methyl 4-aminopicolinate